BrC(C(=O)N)CCC(C(=O)N)Br 2,5-dibromoadipamide